3-[amino(methoxy)methyl]phenyl (3S)-4-[N2-(2-benzyl-2-azaspiro[4.5]dec-8-yl)-N6-(methylsulfonyl)-D-lysyl]-3-[(thiophen-2-ylmethyl)carbamoyl]piperazine-1-carboxylate C(C1=CC=CC=C1)N1CC2(CC1)CCC(CC2)N[C@H](CCCCNS(=O)(=O)C)C(=O)N2[C@@H](CN(CC2)C(=O)OC2=CC(=CC=C2)C(OC)N)C(NCC=2SC=CC2)=O